(S)-3-cyano-2-phenylpropionic acid C(#N)C[C@H](C(=O)O)C1=CC=CC=C1